ClC1=C(C=C(OCC(=O)NC23CC(C2)(C3)NC(=O)C=3C(=NN(C3)C)C(F)(F)F)C=C1)F N-{3-[2-(4-chloro-3-fluorophenoxy)acetamido]bicyclo[1.1.1]pentan-1-yl}-1-methyl-3-(trifluoromethyl)-1H-pyrazole-4-carboxamide